FC(C(=O)O)(F)F.C(C)(C)OC=1C(=CC2=CN(N=C2C1)C12COC(CC1)(CC2)C)C(=O)NC=2C(N(C=CC2)C)=O 6-isopropoxy-N-(1-methyl-2-oxo-1,2-dihydropyridin-3-yl)-2-(1-methyl-2-oxabicyclo[2.2.2]Oct-4-yl)-2H-indazole-5-carboxamide trifluoroacetate salt